FC(C12C3C4C5(C(C14)C2C53)NC(C)=O)(F)F N-(4-(trifluoromethyl)cuban-1-yl)acetamide